N,N'-bis-(2-(4-methoxy-benzylthio)-2-methylpropyl)-ethylenediamine COC1=CC=C(CSC(CNCCNCC(C)(SCC2=CC=C(C=C2)OC)C)(C)C)C=C1